N1(N=CN=C1)C1=CC=C(C=C1)C(C(=O)NC=1SC(=CN1)Cl)C1CC(CC1)(F)F rac-2-(4-(1H-1,2,4-Triazol-1-yl)phenyl)-N-(5-chlorothiazol-2-yl)-2-(3,3-difluorocyclopentyl)acetamide